FC=1C=C2C(=NN(C2=C(C1)C)C=1C=CC(=NC1)N1CCS(CC1)(=O)=O)C=1C2=CN(N=C2C=CC1)C 4-(5-(5-fluoro-2',7-dimethyl-1H,2'H-[3,4'-biindazol]-1-yl)pyridin-2-yl)thiomorpholine 1,1-dioxide